7-((R)-6-(bis(4-methoxybenzyl)amino)-4-methyl-3-(trifluoromethyl)pyridin-2-yl)-2,6-dichloro-8-fluoro-5-(2-(((R)-1-(3-((4-methoxybenzyl)amino)pyrazin-2-yl)ethyl)amino)ethoxy)quinazolin COC1=CC=C(CN(C2=CC(=C(C(=N2)C2=C(C(=C3C=NC(=NC3=C2F)Cl)OCCN[C@H](C)C2=NC=CN=C2NCC2=CC=C(C=C2)OC)Cl)C(F)(F)F)C)CC2=CC=C(C=C2)OC)C=C1